trans-N-(2',5'-Dihydroxyphenyl)-2-styrylpyridinium chloride [Cl-].OC1=C(C=C(C=C1)O)[N+]1=C(C=CC=C1)\C=C\C1=CC=CC=C1